N-(3-(2-morpholinopropyl)-1,2,4-thiadiazol-5-yl)-5-(3-(trifluoromethoxy)phenyl)thiophene-3-carboxamide O1CCN(CC1)C(CC1=NSC(=N1)NC(=O)C1=CSC(=C1)C1=CC(=CC=C1)OC(F)(F)F)C